C[Si](Cl)(CC1=CC=C(C=C1)C)C dimethyl-(p-methyl-benzyl)chlorosilane